(4-(((2-amino-4-oxo-3,4-dihydropteridin-6-yl)methyl)amino)benzoyl)-L-glutamic acid NC1=NC2=NC=C(N=C2C(N1)=O)CNC1=CC=C(C(=O)N[C@@H](CCC(=O)O)C(=O)O)C=C1